NC1(CCCC1)C#N 1-aminocyclopentanecarbonitrile